ClC=1C(=NC=CC1)N1NC(CC1=O)=C=O 2-(3-chloro-2-pyridyl)-5-carbonyl-pyrazolone